C(C)N(C(=O)C=1C=CC(=CC1)F)CC 5-(diethylcarbamoyl)-2-fluorobenzene